NCCC=1C=NC(=NC1)C1=C(C=C(C#N)C=C1)OC1=NC(=NC(=C1)N1CCC1)C 4-[5-(2-aminoethyl)pyrimidin-2-yl]-3-[6-(azetidin-1-yl)-2-methylpyrimidin-4-yl]oxybenzonitrile